4-{2-Chloro-4-(methylsulfonyl)-3-[(2,2,2-trifluoroethoxy)methyl]benzoyl}-1-ethyl-1H-pyrazol-5-yl-1,3-dimethyl-1H-pyrazol-4-carboxylat ClC1=C(C(=O)C=2C=NN(C2C2=C(C(=NN2C)C)C(=O)[O-])CC)C=CC(=C1COCC(F)(F)F)S(=O)(=O)C